The molecule is a member of the class of azulenes that is azulene substituted by methyl groups at positions 4, 6 and 8 respectively. It has a role as a metabolite. It derives from a hydride of an azulene. CC1=CC(=C2C=CC=C2C(=C1)C)C